O[C@@H](CN(C[C@@H]([C@H]([C@@H]([C@@H](CO)O)O)O)O)CC1CCN(CC1)C(=O)C1=CC2=C(N(C=[N+]2CC)CC)C=C1)[C@H]([C@@H]([C@@H](CO)O)O)O 5-[4-({bis[(2S,3R,4R,5R)-2,3,4,5,6-pentahydroxyhexyl]amino}methyl)piperidine-1-carbonyl]-1,3-diethyl-1H-1,3-benzodiazol-3-ium